4-(6-methoxy-2-oxo-1,2-dihydrospiro[benzo[d][1,3]oxazine-4,4'-piperidine]-1'-yl)-4-oxo-N-phenylbut-2-enamine COC1=CC2=C(NC(OC23CCN(CC3)C(C=CCNC3=CC=CC=C3)=O)=O)C=C1